N-((2-(((cyclobutylmethyl)amino)methyl)-1H-indol-6-yl)methyl)-[1,2,4]triazolo[1,5-a]pyridine-6-carboxamide C1(CCC1)CNCC=1NC2=CC(=CC=C2C1)CNC(=O)C=1C=CC=2N(C1)N=CN2